(6-((1-(3,3-difluorocyclobutane-1-carbonyl)piperidin-4-yl)amino)-2-(pentane-3-oxy)pyrimidine-4-yl)((3R,4R)-4-(3,4-dihydroisoquinolin-2(1H)-yl)-3-hydroxypiperidin-1-yl)methanone FC1(CC(C1)C(=O)N1CCC(CC1)NC1=CC(=NC(=N1)OC(CC)CC)C(=O)N1C[C@H]([C@@H](CC1)N1CC2=CC=CC=C2CC1)O)F